ClC=1C(=NC(=NC1)N1CCC(CC1)C1=CC=C2C(=NN(C2=C1)C)N1C(NC(CC1)=O)=O)NC=1C=C2C=C(C(N(C2=CC1)C)=O)OCC(=O)NC 2-[[6-[[5-chloro-2-[4-[3-(2,4-dioxohexahydropyrimidin-1-yl)-1-methyl-indazol-6-yl]-1-piperidyl]pyrimidin-4-yl]amino]-1-methyl-2-oxo-3-quinolyl]oxy]-N-methyl-acetamide